CC1=NN=C(O1)NCC1=C(C(=CC=C1)N)N 3-(((5-methyl-1,3,4-oxadiazol-2-yl)amino)methyl)benzene-1,2-diamine